NC1=C(C(NN1C1=CC=CC=C1)=O)C 5-amino-4-methyl-1-phenyl-1H-pyrazol-3(2H)-one